1-methyl-4-[4-(4-methylphenyl)but-1,3-diynyl]benzene CC1=CC=C(C=C1)C#CC#CC1=CC=C(C=C1)C